F[C@H]1[C@@H](O[C@@H]([C@H]([C@@H]1O)O)CO)C1=C(C=CC=C1)N=C(C(F)(F)F)[O-] 2-deoxy-2-fluoro-β-d-glucopyranosyl-N-phenyltrifluoroacetimidate